(5aR,5bS,7aS,10aS,10bR)-5a,7a-dimethyl-2-(phenylamino)-4,5,5a,5b,6,7,7a,9,10,10a,10b,11,12,12a-tetradecahydro-8H-cyclopenta[7,8]phenanthro[2,1-d]thiazol-8-one C[C@@]12CCC=3N=C(SC3C2CC[C@H]2[C@H]3[C@](CC[C@H]12)(C(CC3)=O)C)NC3=CC=CC=C3